4-(4-methylpiperazinyl)-3-nitroaniline CN1CCN(CC1)C1=C(C=C(N)C=C1)[N+](=O)[O-]